C12N(CC(NC1)CC2)C2=CC1=C(N(C(N1C)=O)C1C(NC(CC1)=O)=O)C=C2 3-(5-(2,5-diazabicyclo[2.2.2]octan-2-yl)-3-methyl-2-oxo-2,3-dihydro-1H-benzo[d]imidazol-1-yl)piperidine-2,6-dione